C(#N)C=1C=CC=2N(C1)C=C(N2)NC(=O)[C@@H]2CN(CC2)C(=O)OC(C)(C)C tert-butyl (S)-3-((6-cyanoimidazo[1,2-a]pyridin-2-yl)carbamoyl)pyrrolidine-1-carboxylate